n-methyl-2-(2-(pyridin-3-yl)-6-(pyrimidin-4-ylamino)pyrimidin-4-yl)-2-azaspiro[4.5]decane-7-carboxamide CNC(=O)C1CC2(CCN(C2)C2=NC(=NC(=C2)NC2=NC=NC=C2)C=2C=NC=CC2)CCC1